3-(isoquinolin-4-yl)-2-oxo-1-(6-(trifluoromethyl)pyridin-3-yl)imidazoline-4-carbonitrile C1=NC=C(C2=CC=CC=C12)N1C(N(CC1C#N)C=1C=NC(=CC1)C(F)(F)F)=O